C(C)(=O)O.C(C)(=O)OCCCCCCCC\C=C\CCC (E)-9-Tridecenyl acetate acetate